CC=1C(=C2C=CNC2=C(C1)C)C[C@H]1[C@@H](CN(CC1)C(C)C)C1=CC=C(C(=O)O)C=C1 4-((3R,4R)-4-((5,7-dimethyl-1H-indol-4-yl)methyl)-1-isopropylpiperidin-3-yl)benzoic acid